FC=1C=CC(=NC1)NC(CN1C=2N(C3=C(C1=O)C=CC(=N3)C(F)(F)F)N=C(C2)C2=C(C=NC=C2)C)=O N-(5-Fluoropyridin-2-yl)-2-(2-(3-methylpyridin-4-yl)-5-oxo-8-(trifluoromethyl)pyrazolo[1,5-a]pyrido[3,2-e]pyrimidin-4(5H)-yl)acetamide